7-diethylamino-3-[([(2-maleimido)ethyl]Amino)carbonyl]Coumarin C(C)N(C1=CC=C2C=C(C(OC2=C1)=O)C(=O)NCCN1C(C=CC1=O)=O)CC